tert-butyl trans-3-(2,2-difluoropropanamido)-2-phenylpyrrolidine-1-carboxylate FC(C(=O)N[C@H]1[C@@H](N(CC1)C(=O)OC(C)(C)C)C1=CC=CC=C1)(C)F